catechol, dihydrate O.O.C=1(O)C(O)=CC=CC1